C(C)(C)(C)[Si](C1=CC=CC=C1)(C1=CC=CC=C1)OCC1OC(OC1)(C)C tert-butyl-(2,2-dimethyl-(1,3)dioxolan-4-ylmethoxy)-diphenyl-silane